2-(2,6-dioxopiperidin-3-yl)-3-oxo-5-(trifluoromethyl)isoindoline-4-carboxamide O=C1NC(CCC1N1CC=2C=CC(=C(C2C1=O)C(=O)N)C(F)(F)F)=O